ClC=1C=C2C(=NC(=NC2=C(C1C1=C(C=CC=C1O)F)F)OCC1=NC=CC=N1)N1CCN(CC1)C(C=C)=O 1-(4-(6-chloro-8-fluoro-7-(2-fluoro-6-hydroxyphenyl)-2-(pyrimidin-2-ylmethoxy)quinazolin-4-yl)piperazin-1-yl)prop-2-en-1-one